C(C)(C)(C)OC(=O)N1OC(CC1C1=NN(C=C1)C)O 5-hydroxy-3-(1-methylpyrazol-3-yl)isoxazolidine-2-carboxylic acid tert-butyl ester